N-(5-aminopentyl)-5-(2,4-dioxotetrahydropyrimidin-1(2H)-yl)-2-fluoro-4-methylbenzamide hydrochloride Cl.NCCCCCNC(C1=C(C=C(C(=C1)N1C(NC(CC1)=O)=O)C)F)=O